2-(hydroxy(3-octyl-1,2,4-oxadiazol-5-yl)methyl)acrylic acid OC(C(C(=O)O)=C)C1=NC(=NO1)CCCCCCCC